N1=CC=C(C2=CC=CC=C12)C=1C=NN2C1N=CC=C2 3-Quinolin-4-ylpyrazolo[1,5-a]pyrimidin